BrC=1C=CC=2N(C1)C(=CN2)CNCC2=CC=C(C=C2)OC 1-(6-bromoimidazo[1,2-a]pyridine-3-yl)-N-(4-methoxybenzyl)methanamine